methyl 9-oxo-oxacyclohexadecane-8-carboxylate O=C1C(CCCCCCOCCCCCCC1)C(=O)OC